(R)-tert-butyl (9-(2-bromo-6-(3-((tert-butoxycarbonyl)amino)-3-(2-cyanoethyl)pyrrolidin-1-yl)-4-chlorobenzyl)-9H-purin-6-yl)carbamate BrC1=C(CN2C3=NC=NC(=C3N=C2)NC(OC(C)(C)C)=O)C(=CC(=C1)Cl)N1C[C@](CC1)(CCC#N)NC(=O)OC(C)(C)C